(R)-2-((1-(2-cyano-7-methyl-3-(4-(trifluoromethyl)piperidin-1-yl)quinoxalin-5-yl)ethyl)amino)benzoic acid C(#N)C1=NC2=CC(=CC(=C2N=C1N1CCC(CC1)C(F)(F)F)[C@@H](C)NC1=C(C(=O)O)C=CC=C1)C